BrC=1C=C(C=CC1)C1=CC=NO1 5-(3-Bromo-phenyl)-isoxazole